3,6-diamino-1-vinyl-9H-thioxanthen-9-one NC=1C=C(C=2C(C3=CC=C(C=C3SC2C1)N)=O)C=C